1-oxyl-2,2,6,6-tetramethyl-4-s-butoxypiperidine ON1C(CC(CC1(C)C)OC(C)CC)(C)C